2-amino-N-((6aR,8R)-5-(4-(trifluoromethyl)phenyl)-5,6,6a,7,8,9-hexahydropyrido[3,2-e]pyrrolo[1,2-a]pyrazin-8-yl)acetamide NCC(=O)N[C@@H]1C[C@H]2N(C3=C(N(C2)C2=CC=C(C=C2)C(F)(F)F)C=CC=N3)C1